N1=C(C=CC=C1)NC1=CC=NC=2N1N=CC2C#N 7-(pyridine-2-ylamino)pyrazolo[1,5-a]pyrimidine-3-carbonitrile